FCCSC1=CC(=C(CCN)C=C1OC)OC 4-(2-fluoroethylthio)-2,5-dimethoxy-phenethylamine